CC(CCC)O 1-methyl-1-butanol